CN1N=NC2=C1C=CC(=C2C)C(CC(=O)OCC)C=2C=C1CCCC1=C(C2)CN2S(C1=C(O[C@@H](C2)CC)N=CC=C1)(=O)=O ethyl 3-(1,4-dimethyl-1H-benzotriazol-5-yl)-3-(7-{[(4R)-4-ethyl-1,1-dioxido-3,4-dihydro-2H-pyrido[2,3-b][1,4,5]oxathiazepin-2-yl]methyl}-2,3-dihydro-1H-inden-5-yl)propanoate